5-(1-Ethyl-1H-1,2,3-triazol-4-yl)-3-(3-((2-ethyl-2,3-dihydrobenzo[f][1,4]oxazepin-4(5H)-yl)methyl)-4-methylphenyl)pentanoic acid, trifluoroacetic acid salt FC(C(=O)O)(F)F.C(C)N1N=NC(=C1)CCC(CC(=O)O)C1=CC(=C(C=C1)C)CN1CC(OC2=C(C1)C=CC=C2)CC